4-(2-methoxyphenyl)-6-methyl-N-[5-(oxetane-3-carbonyl)-4H,5H,6H-pyrrolo[3,4-d][1,3]thiazol-2-yl]pyridine-3-carboxamide COC1=C(C=CC=C1)C1=C(C=NC(=C1)C)C(=O)NC=1SC2=C(N1)CN(C2)C(=O)C2COC2